NC(C#N)C1=C2C(=CN=C1)NC=C2 2-amino-2-(1H-pyrrolo[2,3-c]pyridin-4-yl)acetonitrile